3-(3-methyl-2-oxo-5-(1'-(piperidin-4-ylmethyl)-[4,4'-bipiperidin]-1-yl)-2,3-dihydro-1H-benzo[d]imidazol-1-yl)piperidine-2,6-dione CN1C(N(C2=C1C=C(C=C2)N2CCC(CC2)C2CCN(CC2)CC2CCNCC2)C2C(NC(CC2)=O)=O)=O